3-(6-(N-(1-cyanocyclopropyl)-N-(4-methoxybenzyl)sulfamoyl)-8-(4-isobutyrylpiperazin-1-yl)imidazo[1,2-a]pyridin-3-yl)-2,5-dihydro-1H-pyrrole-1-carboxylic acid tert-butyl ester C(C)(C)(C)OC(=O)N1CC(=CC1)C1=CN=C2N1C=C(C=C2N2CCN(CC2)C(C(C)C)=O)S(N(CC2=CC=C(C=C2)OC)C2(CC2)C#N)(=O)=O